FC1(C[C@@H]2[C@@H]([C@H](C[C@]1(N2)C)C(=C)C=2N=NC(=CN2)C=2C=C1C=CN=CC1=CC2O)OC)F 6-(3-(1-((1R,3R,4R,5R)-7,7-difluoro-4-methoxy-1-methyl-8-azabicyclo[3.2.1]octan-3-yl)vinyl)-1,2,4-triazin-6-yl)isoquinolin-7-ol